bromo-N-(6-((4-methylpiperazin-1-yl)methyl)pyridin-2-yl)benzamide BrC1=C(C(=O)NC2=NC(=CC=C2)CN2CCN(CC2)C)C=CC=C1